5-ethyl-1,3-dioxane-5-ylmethylacrylate C(C)C1(COCOC1)COC(C=C)=O